FC=1C(=CC2=C(OC(O2)(C)C)C1)C(C)=O 1-(6-fluoro-2,2-dimethylbenzo[d][1,3]dioxol-5-yl)ethan-1-one